CC1C(NC2=C(O1)C=CC(=C2)C(=O)OC)=O methyl 2-methyl-3-oxo-3,4-dihydro-2H-benzo[b][1,4]oxazine-6-carboxylate